3-(3-(2-(6-(2,5-dimethyl-1H-pyrrol-1-yl)-4-methylpyridin-2-yl)ethyl)-2,5-difluorophenyl)-N,N-dimethylprop-2-yn-1-amine CC=1N(C(=CC1)C)C1=CC(=CC(=N1)CCC=1C(=C(C=C(C1)F)C#CCN(C)C)F)C